O1CCN(CC1)C=1C2=C(N=C(N1)O\N=C\C1=CC(=CC=C1)C)C=CC=N2 (E)-3-methylbenzaldehyde O-(4-morpholinopyrido[3,2-d]pyrimidin-2-yl) oxime